6-amino-2-(3,5-dichloro-4-[1H-spiro[cyclopentane-1,3'-indol]-2'-oneoxy]phenyl)-4H-1,2,4-triazine-3,5-dione NC=1C(NC(N(N1)C1=CC(=C(C(=C1)Cl)OC=1C=2C3(C(NC2C=CC1)=O)CCCC3)Cl)=O)=O